(R)-1'-(3-((2-amino-3-chloropyridin-4-yl)thio)-1H-pyrazolo[3,4-b]pyrazin-6-yl)-1,3-dihydrospiro[indene-2,4'-piperidin]-1-amine NC1=NC=CC(=C1Cl)SC1=NNC2=NC(=CN=C21)N2CCC1(CC2)[C@H](C2=CC=CC=C2C1)N